2-(3-(benzyloxy)-2-(hydroxymethyl)-4-(methoxy-d3)phenyl)-N-(2-(4-(benzyloxy)-3-(methoxy-d3)phenyl)ethyl-1,1-d2)acetamide C(C1=CC=CC=C1)OC=1C(=C(C=CC1OC([2H])([2H])[2H])CC(=O)NC(CC1=CC(=C(C=C1)OCC1=CC=CC=C1)OC([2H])([2H])[2H])([2H])[2H])CO